N-Tert-butylformamide C(C)(C)(C)NC=O